(S)-(4-(7-methoxybenzo[d]oxazol-2-yl)-6,7-dihydro-1H-imidazo[4,5-c]pyridin-5(4H)-yl)(1-methyl-1H-1,2,4-triazol-5-yl)methanone COC1=CC=CC=2N=C(OC21)[C@H]2N(CCC1=C2N=CN1)C(=O)C1=NC=NN1C